4-butoxyphenyldiphenylsulfonium tetrakis(pentafluorobenzyl)borate FC1=C(C(=C(C(=C1C[B-](CC1=C(C(=C(C(=C1F)F)F)F)F)(CC1=C(C(=C(C(=C1F)F)F)F)F)CC1=C(C(=C(C(=C1F)F)F)F)F)F)F)F)F.C(CCC)OC1=CC=C(C=C1)[S+](C1=CC=CC=C1)C1=CC=CC=C1